C12(CC3CC(CC(C1)C3)C2)CC(C)NCC2=C(C(=O)NO)C=CC=C2 (((1-(adamantan-1-yl)propan-2-yl)amino)methyl)-N-hydroxybenzamide